(αs)-4-chloro-α,3-difluoro-phenylpropionic acid ClC1=C(C=C(C=C1)[C@](C(=O)O)(C)F)F